3-(4-((4-(((adamantan-1-yl)amino)methyl)-2,5-dibromobenzyl)thio)-1-oxoisoindolin-2-yl)piperidine-2,6-dione C12(CC3CC(CC(C1)C3)C2)NCC2=CC(=C(CSC3=C1CN(C(C1=CC=C3)=O)C3C(NC(CC3)=O)=O)C=C2Br)Br